N[C@H](C)C=1C=C(N)C=C(C1)C(F)(F)F 3-[(1R)-1-aminoethyl]5-(trifluoromethyl)aniline